(difluoromethyl)-3-fluoro-N-(7-fluorothiazolo[5,4]pyridin-2-yl)-5''-methoxy-2-oxo-2H-[1,2':4',4''-terpyridin]-5'-carboxamide FC(F)C1=C(C(N(C=C1)C1=NC=C(C(=C1)C1=CC=NC=C1OC)C(=O)NC=1SC=2C(=CC=NC2N1)F)=O)F